COC(=O)C1=C(C=NC=C1)NC[C@H]1CCOC2=C1C=CC(=C2)SC2=CC(=CC=C2)F 3-({[(4S)-7-[(3-fluorophenyl)thio]-3,4-dihydro-2H-1-benzopyran-4-yl]methyl}amino)pyridine-4-carboxylic acid methyl ester